CC=1C=CC=C2C(NC(=NC12)CSC1CCN(CC1)CC1=CC=C2C=NN(C2=C1)C)=O 8-Methyl-2-(((1-((1-methyl-1H-indazol-6-yl)methyl)piperidin-4-yl)thio)methyl)quinazolin-4(3H)-one